ClC1=CC=C(CN2CCC(CC2)N2C3=C(N(C=C2)C)C=CC(=N3)C)C=C1 4-(1-(4-chlorobenzyl)piperidin-4-yl)-1,6-dimethyl-1,4-dihydropyrido[2,3-b]pyrazine